Boc-2,4-dichloro-L-phenylalanine C(=O)(OC(C)(C)C)N[C@@H](CC1=C(C=C(C=C1)Cl)Cl)C(=O)O